3-({[(1R)-6-[(cyclopropylmethyl)(methyl)amino]-1,2,3,4-tetrahydronaphthalen-1-yl]methyl}amino)pyridine-4-carboxylic acid methyl ester COC(=O)C1=C(C=NC=C1)NC[C@@H]1CCCC2=CC(=CC=C12)N(C)CC1CC1